(S)-3-((6-(benzylamino)-4-(difluoromethoxy)pyridin-2-yl)oxy)pyrrole C(C1=CC=CC=C1)NC1=CC(=CC(=N1)OC1=CNC=C1)OC(F)F